ClC=1C=NC=C(C1C(C)OC=1C=C2C(=NNC2=CC1)C1=NC2=C(N1)CN(C2)C(=O)OCCC#N)Cl 2-cyanoethyl 2-(5-(1-(3,5-dichloropyridin-4-yl) ethoxy)-1H-indazol-3-yl)-4,6-dihydropyrrolo[3,4-d]imidazole-5(1H)-carboxylate